3-chlorobenzo[b]thiophene-2-formamide ClC=1C2=C(SC1C(=O)N)C=CC=C2